N,N'-dimethylbenzimidazole iodide [I-].CN1CN(C2=C1C=CC=C2)C